OCC=1OC(OC1C)=O 4-(hydroxymethyl)-5-methyl-2H-1,3-dioxol-2-one